C1(CC1)C1N(C(OC1)=O)C1=CC=C2C=NC(=NC2=C1)NC=1C=NN(C1C)C1CCOCC1 4-cyclopropyl-3-(2-{[5-methyl-1-(oxan-4-yl)-1H-pyrazol-4-yl]amino}quinazolin-7-yl)-1,3-oxazolidin-2-one